ClC1=C(C=CC(=C1)S(=O)(=O)C)B1OC(C(O1)(C)C)(C)C 2-(2-Chloro-4-(methylsulfonyl)phenyl)-4,4,5,5-tetramethyl-1,3,2-dioxaborolane